carbonic acid bis(2-methoxyethyl) ester COCCOC(OCCOC)=O